N-(4-(N-(2-(diethylamino)ethyl)sulfamoyl)phenyl)-3-iodo-4-methoxybenzamide C(C)N(CCNS(=O)(=O)C1=CC=C(C=C1)NC(C1=CC(=C(C=C1)OC)I)=O)CC